ClC=1SC(=CN1)CN1C=CC=C2C1=NC(N(C2=O)CC)=O 8-((2-chlorothiazol-5-yl)methyl)-3-ethylpyrido[2,3-d]pyrimidine-2,4(3H,8H)-dione